C(C1=CC=CC=C1)OC=1C=CC2=C(C(=C(O2)C)C(=O)NC2CC3C(CNC3)C2)C1 5-(benzyloxy)-2-methyl-N-(trans-octahydrocyclopenta[c]pyrrol-5-yl)benzofuran-3-carboxamide